S1C=NC(=C1)C1=C2C=CC(=CC2=CC=C1)C(=O)O 5-(thiazol-4-yl)-2-naphthoic acid